FC1=C(SC(=C1)C(C)(C)O)[S@@](=O)(N)=NC(NC1=C2C(=NC(=C1C)C1(CC1)F)CCC2)=O (R)-3-fluoro-N'-((2-(1-fluorocyclopropyl)-3-methyl-6,7-dihydro-5H-cyclopenta[b]pyridin-4-yl)carbamoyl)-5-(2-hydroxypropan-2-yl)thiophene-2-sulfonimidamide